1-benzyl-4-oxo-4,5-dihydro-1H-imidazo[4,5-d]pyridazin-7-yl 4-methylbenzenesulfonate CC1=CC=C(C=C1)S(=O)(=O)OC1=NNC(C2=C1N(C=N2)CC2=CC=CC=C2)=O